C1(=CC=CC2=CC=CC=C12)[C@@H](C)NC(C1=C(C=CC(=C1)NC(=O)N)N1CCCC1)=O (R)-N-(1-(naphthalen-1-yl)ethyl)-2-(pyrrolidin-1-yl)-5-ureidobenzamide